C1N(CC12CNC2)CC=2C=C1C=CN(C1=CC2)C=2C=C(C(=C(C#N)C2)OCCCl)Cl 5-(5-(2,6-diazaspiro[3.3]heptan-2-ylmethyl)-1H-indol-1-yl)-3-chloro-2-(2-chloroethoxy)benzonitrile